Br.C(C)N(C1=CC=CC=C1)CC N,N-diethylaniline-HBr salt